CCCCCCCCCCCCCCCCCCCCCCCCCCCC(C)C isotriacontane